5-bromo-1,2-benzoxazole-3-carbonitrile BrC=1C=CC2=C(C(=NO2)C#N)C1